(1R,3aS,6aR)-2-(9-acetamido-9H-fluorene-9-carbonyl)-N-((S)-4-hydroxy-3-oxo-1-((R)-2-oxopyrrolidin-3-yl)butan-2-yl)octahydrocyclopenta[c]pyrrole-1-carboxamide C(C)(=O)NC1(C2=CC=CC=C2C=2C=CC=CC12)C(=O)N1[C@H]([C@H]2[C@@H](C1)CCC2)C(=O)N[C@@H](C[C@@H]2C(NCC2)=O)C(CO)=O